FC(C(=O)O)(F)F.NC1=NC=2C=NC(=CC2C2=C1COC2)C(=O)N2C(COCC2)C2=CC=C(C=C2)C(F)(F)F (4-amino-1,3-dihydrofuro[3,4-c][1,7]naphthyridin-8-yl)(3-(4-(trifluoromethyl)phenyl)morpholino)methanone 2,2,2-trifluoroacetate